ethyl 1-(pyrazin-2-yl)-5-(trifluoromethyl)-1H-pyrazole-4-carboxylate N1=C(C=NC=C1)N1N=CC(=C1C(F)(F)F)C(=O)OCC